Lactoyl-amide C(C(O)C)(=O)[NH-]